(2e)-2-[2-[[(e)-[4-bromo-2-(trifluoromethyl)phenyl]methyleneamino]oxymethyl]-3-methyl-phenyl]-2-methoxyimino-N-methyl-acetamide BrC1=CC(=C(C=C1)\C=N\OCC1=C(C=CC=C1C)\C(\C(=O)NC)=N/OC)C(F)(F)F